CC=1C=C(CO[C@@H]2[C@@H](CCC2)C2=C(C(=O)N)C=CC=N2)C=CC1C ((1S,2S)-2-((3,4-dimethylbenzyl)oxy)cyclopentyl)nicotinamide